5-(benzo[d][1,3]dioxol-4-ylmethoxy)-1,3,4-thiadiazol-2-amine O1COC2=C1C=CC=C2COC2=NN=C(S2)N